tert-butyl 4-[[5-fluoro-4-[2-(methylsulfonyloxymethyl)-4-(trifluoromethyl) thiazol-5-yl] pyrimidin-2-yl] amino]-2-methyl-piperidine-1-carboxylate FC=1C(=NC(=NC1)NC1CC(N(CC1)C(=O)OC(C)(C)C)C)C1=C(N=C(S1)COS(=O)(=O)C)C(F)(F)F